CN1N=C2C=CC(=CC2=C1C(=O)OC)B1OC(C(O1)(C)C)(C)C methyl 2-methyl-5-(4,4,5,5-tetramethyl-1,3,2-dioxaborolan-2-yl)-2H-indazole-3-carboxylate